O=S1(C2=C(C(C1)=O)C=CC=C2C2=CC=C(C=C2)N2CCN(CC2)C(=O)NC=2N=C(SC2)C#C)=O 4-(4-(1,1-dioxo-3-oxo-2,3-dihydrobenzo[B]thiophen-7-yl)phenyl)-N-(2-ethynyl-thiazol-4-yl)piperazine-1-carboxamide